3-bromo-6,7-dihydro-5H-pyrrolo[3,4-b]pyridine BrC=1C=C2C(=NC1)CNC2